FC1=C(C=CC(=C1)C(C)C)C1=C(C=NN1C1CCOCC1)C(=O)N[C@@H]1C(NC2=C(C(=N1)C1=CC=CC=C1)C=CC=C2F)=O 5-(2-fluoro-4-prop-2-ylphenyl)-1-(oxacyclohex-4-yl)-N-[(3S)-9-fluoro-2-oxo-5-phenyl-1,3-dihydro-1,4-benzodiazepine-3-yl]Pyrazole-4-carboxamide